1-(2-(2-(((3R,4S)-3-fluoro-1-((1-methyl-1H-pyrazol-4-yl)sulfonyl)piperidin-4-yl)amino)-5-(trifluoromethyl)pyrimidin-4-yl)thiazol-5-yl)-2-methylpropan-2-ol F[C@@H]1CN(CC[C@@H]1NC1=NC=C(C(=N1)C=1SC(=CN1)CC(C)(O)C)C(F)(F)F)S(=O)(=O)C=1C=NN(C1)C